CN([C@@H]1CC[C@H](CC1)NC1=NN2C(C=N1)=C(C=C2)C2=CC=1C(=NC=CN1)N=C2)C trans-N1,N1-dimethyl-N4-(5-(pyrido[2,3-b]pyrazin-7-yl)pyrrolo[2,1-f][1,2,4]triazin-2-yl)cyclohexane-1,4-diamine